(2R)-2-fluorocyclohexanone F[C@H]1C(CCCC1)=O